4-(tert-butyl)catechol C(C)(C)(C)C=1C=C(C(O)=CC1)O